C(C(=C)C)(=O)NC(CS(=O)(=O)O)C 2-methacrylamidopropansulfonic acid